8-{4-[(3S)-2,3-dihydro[1,4]dioxino[2,3-b]pyridin-3-yl]benzyl}-1,3,8-triazaspiro[4.5]decane-2,4-dione O1C[C@@H](OC2=NC=CC=C21)C2=CC=C(CN1CCC3(C(NC(N3)=O)=O)CC1)C=C2